tert-butyl (E)-3-((3-butyl-7-(ethylthio)-5-(4-fluorophenyl)-2-methyl-1,1-dioxido-2,3,4,5-tetrahydro-1,2,5-benzothiadiazepin-8-yl)oxy)acrylate C(CCC)C1N(S(C2=C(N(C1)C1=CC=C(C=C1)F)C=C(C(=C2)O/C=C/C(=O)OC(C)(C)C)SCC)(=O)=O)C